3-nitro-1H-pyrazole [N+](=O)([O-])C1=NNC=C1